F[C@@H](C)C1=NC(=CC(=N1)NC1=NC=C(C(=C1)OC(C)C)C=1C=NN(C1)C1COC1)N (S)-2-(1-fluoroethyl)-N4-(4-isopropoxy-5-(1-(oxetan-3-yl)-1H-pyrazol-4-yl)pyridin-2-yl)pyrimidine-4,6-diamine